Trimethyl((2-methylcyclopent-1-en-1-yl)oxy)silane C[Si](OC1=C(CCC1)C)(C)C